Methyl 6-(2,6-dichloro-4-nitrophenoxy)-4,4-dimethyl-1,3,4,9-tetrahydro-2H-pyrido[3,4-b]indole-2-carboxylate ClC1=C(OC=2C=C3C4=C(NC3=CC2)CN(CC4(C)C)C(=O)OC)C(=CC(=C1)[N+](=O)[O-])Cl